Ethyl 2-methyl-3-oxopropanoate CC(C(=O)OCC)C=O